N1(N=NC=C1)CC1CC=NO1 5-(triazol-1-ylmethyl)-4,5-dihydroisoxazole